(R)-3-((4-(2-hydroxy-4-(trifluoromethyl)phenyl)phthalazin-1-yl)amino)pyrrolidine-1-carboxylic acid tert-butyl ester C(C)(C)(C)OC(=O)N1C[C@@H](CC1)NC1=NN=C(C2=CC=CC=C12)C1=C(C=C(C=C1)C(F)(F)F)O